CC1CC(CC1C)O 3,4-dimethylcyclopentanol